2-(2-((4-(aminomethyl)-5,6-dihydrophenanthridin-9-yl)methoxy)phenyl)acetic acid ethyl ester C(C)OC(CC1=C(C=CC=C1)OCC1=CC=C2CNC=3C(=CC=CC3C2=C1)CN)=O